1-(1-oxo-1,2-dihydro-2,9a-diazabenzo[cd]azulen-5-yl)-5-trifluoromethyl-N-(2-trifluoromethylpyridin-4-yl)-1H-pyrazole-4-carboxamide O=C1NC2=C3C(C=CC=CN13)=C(C=C2)N2N=CC(=C2C(F)(F)F)C(=O)NC2=CC(=NC=C2)C(F)(F)F